(3R,4R)-1-[4-({8-[(2R,3S)-3-(methanesulfonylmeth-yl)-2-methylazetidin-1-yl]-5-(propan-2-yl)isoquinolin-3-yl}amino)pyrimidin-2-yl]-4-methylpiperidine-3,4-diol CS(=O)(=O)C[C@@H]1[C@H](N(C1)C=1C=CC(=C2C=C(N=CC12)NC1=NC(=NC=C1)N1C[C@H]([C@@](CC1)(O)C)O)C(C)C)C